FC1=CC(=C(C=C1)NS(=O)=O)C.[Na] sodium N-(4-fluoro-2-methylphenyl)sulfonamide